NC=1C(=NC=C(C#N)C1)NC1=C(C=CC=C1F)F 5-amino-6-((2,6-difluorophenyl)amino)nicotinonitrile